N1C=CC2=CC(=CC=C12)C(=O)P(O)(O)=O.ClC1=CC(=C(C=C1)C1(OC2=C(O1)C=CC=C2C2CCN(CC2)CC2=NC=C(C=C2C)C2=NN=NN2)C)F 2-({4-[2-(4-chloro-2-fluorophenyl)-2-methyl-2H-1,3-benzodioxol-4-yl]piperidin-1-yl}methyl)-3-methyl-5-(1H-1,2,3,4-tetrazol-5-yl)pyridine 1H-indole-5-carbonylphosphonate